ClC1=CC2=C(S1)[C@@]1(C[C@@H](N(CC1)CC=1C=NC(=NC1)NC1CCC(CC1)O)C)OCC2O (2'S,7R)-2-chloro-1'-[[2-[(4-hydroxycyclohexyl)amino]pyrimidin-5-yl]methyl]-2'-methyl-spiro[4,5-dihydrothieno[2,3-c]pyran-7,4'-piperidine]-4-ol